diethylene glycol butyl ether acetate C(C)(=O)OCCOCCOCCCC